C(C)(=O)OC[C@H]1O[C@H]([C@@H](C1)OC(C)=O)N1C2=NC(=NC=C2N(C1=O)CC1=CC(=CC=C1)O)N ((2S,4R,5R)-4-Acetoxy-5-(2-amino-7-(3-hydroxybenzyl)-8-oxo-7,8-dihydro-9H-purin-9-yl) tetrahydrofuran-2-yl)methyl acetate